CC1=CC2=C3C(=C1C)C(CCN3C4C(=O)NC(=O)N=C4N2C[C@@H]([C@@H]([C@@H](COP(=O)(O)O)O)O)O)(C)C The molecule is a flavin mononucleotide obtained by prenylation of the N-10 position of FMNH2 followed by cyclisation. An essential cofactor for the decarboxylase enzymes UbiD and Fdc1. It has a role as a cofactor and an Escherichia coli metabolite. It is an organic heterotetracyclic compound and a flavin mononucleotide. It derives from a FMNH2 and a D-ribitol 5-phosphate. It is a conjugate acid of a prenyl-FMNH2(2-).